C(#N)C1=CC(=C(OC=2N=NC(=C(C2C(=O)O)C)C2=CC=C(C=C2)C#N)C=C1)OC 3-(4-cyano-2-methoxy-phenoxy)-6-(4-cyanophenyl)-5-methyl-pyridazine-4-carboxylic acid